CC1(C2=CN(N=C2C2=C(C1)OC(=C2C)C(=O)NC[C@H]2OCCC2)CC2=NC=CC=C2)C 4,4,8-trimethyl-2-(pyridin-2-ylmethyl)-N-[(2S)-tetrahydro-furan-2-ylmethyl]-4,5-dihydro-2H-furo[2,3-g]indazole-7-carboxamide